[Li+].C(C)(C)(C)OC(=O)N1CCC(CC1)C1=NN(C=C1C=1C=NC(=NC1)NC1CC2=CC=CC=C2C1)CC(=O)[O-] 2-(3-{1-[(tert-butoxy)carbonyl]piperidin-4-yl}-4-{2-[(2,3-dihydro-1H-inden-2-yl)amino]pyrimidin-5-yl}-1H-pyrazol-1-yl)acetic acid lithium salt